C(#N)CC1[C@](C2=CC=C3[C@]4(CC[C@]5(CC[C@](C[C@H]5[C@@]4(CC[C@]3(C2=CC1=O)C)C)(C(=O)N)C)C)C)(C)OC (2R,4aS,6aS,9S,10Z,12bR,14aS,14bR)-10-(cyanomethyl)-9-methoxy-2,4a,6a,9,12b,14a-hexamethyl-11-oxo-1,2,3,4,4a,5,6,6a,9,10,11,12b,13,14,14a,14b-hexadecahydropicene-2-carboxamide